1-(2-benzofuranyl)-ethanone O1C(=CC2=C1C=CC=C2)C(C)=O